malic, isothiocyanate C(C(O)CC(=O)N=C=S)(=O)N=C=S